n-pentadecylcyclohexane CCCCCCCCCCCCCCCC1CCCCC1